1-ethyl-3-methyl-5-(1-methyl-1H-1,2,4-triazol-3-yl)-1H-pyrazole-4-carbaldehyde C(C)N1N=C(C(=C1C1=NN(C=N1)C)C=O)C